ClC=1C=C2COC3(C2=CC1)CCC(CC3)=O 5'-chloro-3'H-spiro[cyclohexane-1,1'-isobenzofuran]-4-one